ClC=1C(=NC(=NC1)N1C[C@H](C[C@@H](C1)O)F)NC1=CC=2C3=C(C(N(C2C=C1)C)=O)OCC([C@@H](N3)C3CC3)(F)F (S)-10-((5-Chloro-2-((3S,5S)-3-fluoro-5-hydroxypiperidin-1-yl)pyrimidin-4-yl)amino)-2-cyclopropyl-3,3-difluoro-7-methyl-1,2,3,4-tetrahydro-[1,4]oxazepino[2,3-c]chinolin-6(7H)-on